CC(C)(C)S(=O)(=O)N (S)-(-)-2-methyl-2-propanesulfonamide